(Diamino-1,3,5-triazin-2-yl)methanol NC1=NC(=NC(=N1)CO)N